(S)-3-amino-3-(2',6'-dimethoxybiphenyl-3-yl)propionic acid ethyl ester C(C)OC(C[C@@H](C=1C=C(C=CC1)C1=C(C=CC=C1OC)OC)N)=O